4-tertiary butylaniline C(C)(C)(C)C1=CC=C(N)C=C1